F[B-](F)(F)F.[Mn+2].F[B-](F)(F)F Manganese tetrafluoroborate salt